2-((3-bromo-2,5-dioxo-2,5-dihydro-1H-pyrrol-1-yl)methyl)-1,3-dioxane-5-carboxylic acid BrC=1C(N(C(C1)=O)CC1OCC(CO1)C(=O)O)=O